(2-{(E)-2-[4-(dimethylamino)phenyl]vinyl}-6-methyl-4H-pyran-4-ylidene)malononitrile CN(C1=CC=C(C=C1)/C=C/C=1OC(=CC(C1)=C(C#N)C#N)C)C